BrC=1C=CC(=C(C(=O)O)C1)C(NC1=NC=CC=C1C)=O 5-bromo-2-[(3-methylpyridin-2-yl)carbamoyl]benzoic acid